2-(4,4-difluoroazepane-1-yl)nicotinate FC1(CCN(CCC1)C1=C(C(=O)[O-])C=CC=N1)F